N-(1-Cyanocyclopropyl)-9-(5-(difluoromethyl)-1,3,4-thiadiazol-2-yl)-4-(4-(1-methylpyrrolidine-3-carbonyl)piperazin-1-yl)-9H-pyrimido[4,5-b]indole-7-sulfonamide C(#N)C1(CC1)NS(=O)(=O)C1=CC=C2C3=C(N(C2=C1)C=1SC(=NN1)C(F)F)N=CN=C3N3CCN(CC3)C(=O)C3CN(CC3)C